FC1(C2(CCN(CC12)C(=O)C1=CN(C2=C1C(N(C=C2C)C)=O)C)C2=CC(=CC=C2)C)F 3-((7,7-difluoro-6-(3-methylphenyl)-3-azabicyclo[4.1.0]hept-3-yl)carbonyl)-1,5,7-trimethyl-1,5-dihydro-4H-pyrrolo[3,2-c]pyridin-4-one